CC1=NN(C(C1)=O)C1=CC=CC=C1 4,5-dihydro-3-methyl-5-oxo-1-phenyl-1H-pyrazol